7-Fluoro-8-(2-(2-hydroxypropan-2-yl)-1-methyl-1H-imidazol-4-yl)-1-isopropyl-3-(o-tolyl)-4H-quinolizin-4-one FC1=CN2C(C(=CC(=C2C=C1C=1N=C(N(C1)C)C(C)(C)O)C(C)C)C1=C(C=CC=C1)C)=O